[Si].[Sn].[Pb] lead-tin-silicon